FC(C1CN(CCO1)C1=NC(=NC(=C1)OCC1=CC=C(C=C1)OC)SC)F 2-(difluoromethyl)-4-(6-((4-methoxybenzyl)oxy)-2-(methylthio)pyrimidin-4-yl)morpholine